C(CC)OCCCCCN=C=O propoxypentyl isocyanate